OCCN(CCN(CCO)CCO)CCO N,N,N',N'-tetrakis-(2-hydroxyethyl)ethylenediamine